C(C)N1CCN(CC1)S(=O)(=O)C1=CC=C(C=C1)C1=CC(=C(C=C1)C)N(C=1SC=C(N1)C(=O)OCC)CCC Ethyl 2-((4'-((4-ethylpiperazin-1-yl)sulfonyl)-4-methyl-[1,1'-biphenyl]-3-yl)(propyl)amino)thiazole-4-carboxylate